C1CCN2C1=C(C=1C=CC=CC21)C(=O)N2CC1(CC2)CN(CC(C1)(F)F)C(=O)OC(C)(C)C tert-butyl 2-(2,3-dihydro-1H-pyrrolo[1,2-a]indole-9-carbonyl)-9,9-difluoro-2,7-diazaspiro[4.5]decane-7-carboxylate